C(CCC)/C(=C/C(=O)OCCCCCCCCCCN(CCCCCCCCCCOC(C=C(CCCCCC)CCCC)=O)CCCO)/CCCCCC ((3-hydroxypropyl)azanediyl)bis(decane-10,1-diyl) (2Z,2'Z)-bis(3-butylnon-2-enoate)